ClC=1C=C(C=CC1Cl)SC=1C=NC=CC1C(=N)NO 3-[(3,4-Dichlorophenyl)sulfanyl]-N-hydroxypyridine-4-carboxamidine